6-(2-(cyclopropanecarboxamido)benzo[d]thiazol-6-yl)-2-methyl-N-phenethylquinazolin-4-carboxamide C1(CC1)C(=O)NC=1SC2=C(N1)C=CC(=C2)C=2C=C1C(=NC(=NC1=CC2)C)C(=O)NCCC2=CC=CC=C2